FC(CP(OC1=CC=C(C=C1)F)(OC1=CC=C(C=C1)F)=O)(F)F di(4-fluorophenyl) (2,2,2-trifluoroethyl)phosphonate